1-(bromomethyl)-2,4-dimethoxybenzene BrCC1=C(C=C(C=C1)OC)OC